(E)-(2-((4-((5-(1,3-benzodioxol-5-yl)-1-benzothien-2-yl)methyl)-5-oxo-4,5-dihydro-1H-1,2,4-triazol-1-yl)methyl)-3-fluoroallyl)carbamic acid tert-butyl ester C(C)(C)(C)OC(NC/C(=C\F)/CN1N=CN(C1=O)CC=1SC2=C(C1)C=C(C=C2)C2=CC1=C(OCO1)C=C2)=O